O[C@]1(CC[C@@H](N(C1)C=1C=CC(=NC1)NC=1C=CC(=C2CNC(C12)=O)C=1C=NN2C1CCCC2)C)C 7-((5-((2S,5S)-5-hydroxy-2,5-dimethyl-piperidin-1-yl)pyridin-2-yl)amino)-4-(4,5,6,7-tetrahydro-pyrazolo[1,5-a]pyridin-3-yl)isoindolin-1-one